SC1=C(C=CC=C1)N(CC(=O)O)CC(=O)O N-(o-mercaptophenyl)iminodiacetic acid